((1-(4-amino-2-chlorophenyl)piperidin-4-yl)methyl)carbamic acid tert-butyl ester C(C)(C)(C)OC(NCC1CCN(CC1)C1=C(C=C(C=C1)N)Cl)=O